CC1=C(NC2=NN(C=3C2=NC=C(C3)C=NC(C(=O)O)C)C)C=CC=C1C1=CC=CC=C1 2-((3-(2-methyl-3-phenylanilino)-1-methylpyrazolo[4,5-b]pyridin-6-ylmethylene)amino)-propionic acid